[N+](=O)([O-])CC1(OCCC2=CC(=C(C=C12)OC)OC)C1=CC=CC=C1 1-nitromethyl-6,7-dimethoxy-1-phenylisochroman